(6S,E)-benzoic acid C(C1=CC=CC=C1)(=O)O